dodecyl-(4-isopropyl-1-methylcyclohex-3-en-1-yl)sulfane C(CCCCCCCCCCC)SC1(CC=C(CC1)C(C)C)C